2-amino-N-((3r,6s)-6-(2-hydroxy-propan-2-yl)tetrahydro-2H-pyran-3-yl)-5-(4-(morpholinomethyl)phenyl)nicotinamide NC1=C(C(=O)N[C@H]2CO[C@@H](CC2)C(C)(C)O)C=C(C=N1)C1=CC=C(C=C1)CN1CCOCC1